FC(S(=O)(=O)OC1=NC(=C(C=C1C(F)(F)F)[N+](=O)[O-])C=1OC(=NN1)C(CC=C)(C(F)(F)F)OCC1=CC=CC=C1)(F)F [6-[5-[1-Benzyloxy-1-(trifluoromethyl)but-3-enyl]-1,3,4-oxadiazol-2-yl]-5-nitro-3-(trifluoromethyl)-2-pyridyl] trifluoromethanesulfonate